3-(2-{[(3S)-6,6-dimethylpiperidin-3-yl]amino}-5-(trifluoromethyl)pyrimidin-4-yl)-6,6,7-trimethyl-1H,4H,5H,6H,7H,8H-pyrrolo[2,3-c]azepin-8-one CC1(CC[C@@H](CN1)NC1=NC=C(C(=N1)C1=CNC=2C(N(C(CCC21)(C)C)C)=O)C(F)(F)F)C